OC1=C(C=C(C=C1C(C)C)C(C)C)C1=C(C=CC=C1)N1N=C2C(=N1)C=CC=C2 2-(2-hydroxy-3,5-diisopropylphenylphenyl)benzotriazole